N-(m-tolylaminocarbonyl)tyrosine C1(=CC(=CC=C1)NC(=O)N[C@@H](CC1=CC=C(C=C1)O)C(=O)O)C